trans-2-(4-trifluoromethyl-phenyl)vinylboronic acid FC(C1=CC=C(C=C1)/C=C/B(O)O)(F)F